3-chloro-5-iodo-2-methylbenzoic acid ClC=1C(=C(C(=O)O)C=C(C1)I)C